COCCOCCOCCOCCOCCOC(CCCCC(=O)O)=O Hexanedioic acid mono-[2-(2-{2-[2-(2-methoxy-ethoxy)-ethoxy]-ethoxy}-ethoxy)-ethyl] ester